FC(C(=O)NCC(N1CC2=CC(=CC=C2CC1)OC1=CC=C(C=C1)C(F)(F)F)=O)(F)F 2,2,2-trifluoro-N-(2-oxo-2-(7-(4-(trifluoromethyl)-phenoxy)-3,4-dihydroisoquinolin-2(1H)-yl)ethyl)-acetamide